isocrotonoic acid C(\C=C/C)(=O)O